5-benzyl-N-((R)-2-hydroxy-2-((S)-1,2,3,4-tetrahydroisoquinolin-3-yl)ethyl)-4-carbonyl-4,5,6,7-tetrahydrothieno[3,2-c]pyridine-2-carboxamide hydrochloride Cl.C(C1=CC=CC=C1)N1C(C2=C(CC1)SC(=C2)C(=O)NC[C@H]([C@H]2NCC1=CC=CC=C1C2)O)=C=O